1-fluoro-2-methylpropan FCC(C)C